CC1=CC=C(C(=O)NC2=CC=C3C(=NC=NC3=C2)N2CCC(CC2)C)C=C1 4-methyl-N-(4-(4-methylpiperidin-1-yl)quinazolin-7-yl)benzamide